NC=1C(=NC=C(C1)C)OC1=CC=C(C=C1)NC(\C=C\C)=O (E)-N-(4-((3-amino-5-methylpyridin-2-yl)oxy)phenyl)but-2-enamide